methyl N-[4-(3-chloro-2-fluoro-anilino)-7-[2-(1,3-dimethylpyrrolidin-3-yl)ethynyl]quinazolin-6-yl]carbamate ClC=1C(=C(NC2=NC=NC3=CC(=C(C=C23)NC(OC)=O)C#CC2(CN(CC2)C)C)C=CC1)F